4-(3-cyanophenyl)-6-hexylquinolin C(#N)C=1C=C(C=CC1)C1=CC=NC2=CC=C(C=C12)CCCCCC